8-FLUORO-7-HYDROXYQUINOXALIN-6-YLBORONIC ACID FC=1C(=C(C=C2N=CC=NC12)B(O)O)O